ClC=1C(=CC(=C(C(=O)NS(=O)(=O)C2=C(C=CC=C2F)F)C1)F)OCC1CCCC1 5-chloro-4-(cyclopentylmethoxy)-N-((2,6-difluorophenyl)sulfonyl)-2-fluorobenzamide